(+)-beta-methylphenethylamine CC(CN)C1=CC=CC=C1